COC1=C(C=CC(=C1)OCCOC)NC1=CC=NC2=CC(=CC=C12)C1=NC=CN=C1 N-(2-methoxy-4-(2-methoxyethoxy)phenyl)-7-(pyrazin-2-yl)quinolin-4-amine